8-[3-chloro-4-[4-[2-(dimethylamino)ethylamino]piperidine-1-carbonyl]anilino]imidazo[1,2-a]pyrazin ClC=1C=C(NC=2C=3N(C=CN2)C=CN3)C=CC1C(=O)N1CCC(CC1)NCCN(C)C